tert-butyl N-(17-bromo-3,6,9,12,15-pentaoxaheptadecan-1-yl)carbamate BrCCOCCOCCOCCOCCOCCNC(OC(C)(C)C)=O